N-{2-[6-Amino-8-(3-fluoro-6-iodo-indan-5-ylsulfanyl)-purin-9-yl]-ethyl}-formamide NC1=C2N=C(N(C2=NC=N1)CCNC=O)SC=1C=C2C(CCC2=CC1I)F